anilinemalic acid N(C1=CC=CC=C1)C(C(C(=O)O)O)C(=O)O